CC=1C=C(C=NC1OCC1(CC1)C)C(=O)N1CCN(CC1)C=1OC=2C(=NC(=CC2)C)N1 [5-methyl-6-[(1-methylcyclopropyl)methoxy]-3-pyridyl]-[4-(5-methyloxazolo[4,5-b]pyridin-2-yl)piperazin-1-yl]methanone